4-(4-hydroxy-phenylazo)benzoic acid ethyl ester C(C)OC(C1=CC=C(C=C1)N=NC1=CC=C(C=C1)O)=O